FC1(CCN(CC1)C(=O)C=1C=C2C(=NC1)N(C=C2)C2=CC=C(C=C2)CC(=O)OC)F methyl 2-(4-(5-(4,4-difluoropiperidine-1-carbonyl)-1H-pyrrolo[2,3-b]pyridin-1-yl)phenyl)acetate